N[C@]1(CN(CC1)C1=C(C=CC(=C1)C=1C=NC=CC1C#N)NC(=O)C1=NN(C(C=C1)=O)C1=C(C=CC=C1F)F)C(F)(F)F (R)-N-(2-(3-amino-3-(trifluoromethyl)pyrrolidin-1-yl)-4-(4-cyanopyridin-3-yl)phenyl)-1-(2,6-difluorophenyl)-6-oxo-1,6-dihydropyridazine-3-carboxamide